2-deutero-2-deoxy-D-glucose [2H][C@@H](C=O)[C@@H](O)[C@H](O)[C@H](O)CO